NC1=NC(=C2N(C(N(C2=N1)CC1=CC=C(C=C1)OC)=O)CC1=CC(=CC=C1)F)OCC1=CC=CC=C1 2-amino-6-(benzyloxy)-7-(3-fluorobenzyl)-9-(4-methoxybenzyl)-7,9-dihydro-8H-purin-8-one